5-((S)-2-(trans-4-(hydroxymethyl)cyclohexane-1-carbonyl)isoxazolidin-3-yl)nicotinonitrile OC[C@@H]1CC[C@H](CC1)C(=O)N1OCC[C@H]1C=1C=NC=C(C#N)C1